4-(4-(3,8-diazabicyclo[3.2.1]octan-3-yl)-2-((3-(cyanomethyl)oxetan-3-yl)methoxy)-8-fluoro-6-(trifluoromethyl)quinazolin-7-yl)-2-amino-7-fluorobenzo[b]thiophene-3-carbonitrile C12CN(CC(CC1)N2)C2=NC(=NC1=C(C(=C(C=C21)C(F)(F)F)C2=CC=C(C=1SC(=C(C12)C#N)N)F)F)OCC1(COC1)CC#N